2-heptyl-1,3-propanediol C(CCCCCC)C(CO)CO